C1(CC1)C1=CC=C(C=C1)C1=C(C=CC(=N1)NC1=CC2=C(C=N1)N(C(N2[C@H]2C[C@@H](CC2)NC(OC)=O)=O)C)F methyl ((1R,3R)-3-(6-((6-(4-cyclopropylphenyl)-5-fluoropyridin-2-yl)amino)-3-methyl-2-oxo-2,3-dihydro-1H-imidazo[4,5-c]pyridin-1-yl)cyclopentyl)carbamate